4-((6-cyano-2H-indazol-2-yl)-methyl)-N,7-dimethyl-1H-indole-5-carboxamide C(#N)C=1C=CC2=CN(N=C2C1)CC1=C2C=CNC2=C(C=C1C(=O)NC)C